1'-Ethyl-2,2-dimethyl-2,3-dihydro-1H-spiro[pyrazolo[1,2-a]indazole-9,3'-pyrrolidine]-1,2',5'-trione C(C)N1C(C2(CC1=O)N1N(C=3C=CC=CC32)CC(C1=O)(C)C)=O